F\C(\C(=O)NC=1C(=NC(=CC1C)OC)C)=C/C1=CC=C2C(=NNC2=C1)C (2Z)-2-fluoro-N-(6-methoxy-2,4-dimethylpyridin-3-yl)-3-(3-methyl-1H-indazol-6-yl)prop-2-enamide